NC1=C(C(=O)O)C=CC=C1N1CC2(C1)CN(C2)C2=CC(=CC=C2)NS(=O)(=O)C2CC2 2-amino-3-(6-(3-(cyclopropylsulfonamido)phenyl)-2,6-diazaspiro[3.3]heptan-2-yl)benzoic acid